[4-[6-chloro-3-[[(1R)-1-[2-(4,4-dimethyl-1-piperidyl)-3,6-dimethyl-4-oxo-chromen-8-yl]ethyl]amino]-2-pyridyl]phenyl]boronic acid ClC1=CC=C(C(=N1)C1=CC=C(C=C1)B(O)O)N[C@H](C)C=1C=C(C=C2C(C(=C(OC12)N1CCC(CC1)(C)C)C)=O)C